4-(2-(2-Fluoro-4-(oxetan-3-yl)phenyl)-2-methyl-2H-chromen-8-yl)piperidine FC1=C(C=CC(=C1)C1COC1)C1(OC2=C(C=CC=C2C=C1)C1CCNCC1)C